FC=1C=CC(=C(C1)O)C(CC)O 5-fluoro-2-(1-hydroxypropyl)phenol